4-(4-(3,8-diazabicyclo[3.2.1]octan-3-yl)-2-((2-ethylidenetetrahydro-1H-pyrrolizin-7a(5H)-yl)methoxy)-8-fluoropyrido[4,3-d]pyrimidin-7-yl)-5-ethynylnaphthalen-2-ol C12CN(CC(CC1)N2)C=2C1=C(N=C(N2)OCC23CCCN3CC(C2)=CC)C(=C(N=C1)C1=CC(=CC2=CC=CC(=C12)C#C)O)F